CC1CCC2(NC(C1)C2)C(=O)O cis-4-methyl-7-azabicyclo[4.1.1]octane-1-carboxylic acid